CNC1=C(C(=CC=C1)Cl)Cl N-methyl-2,3-dichloroaniline